CN(C)CCCNCCCN(C)C N,N,N',N'-Tetramethyldipropylenetriamine